ClC1=C(C=2N=C(N=C3C2C(=N1)OCCN3C(C)C=3C(=NC=CN3)NC(OC(C)(C)C)=O)SC)F tert-butyl (3-(1-(5-chloro-4-fluoro-2-(methylthio)-8,9-dihydro-10H-7-oxa-1,3,6,10-tetraazacyclohepta[de]naphthalen-10-yl)ethyl)pyrazin-2-yl)carbamate